FC(CN1N=CC=2C1=NC(=CN2)N2CCC1(CC(C1)OC=1C(=NC=CC1)C(F)(F)F)CC2)F 7-[1-(2,2-difluoroethyl)-1H-pyrazolo[3,4-b]pyrazin-6-yl]-2-{[2-(trifluoromethyl)pyridin-3-yl]oxy}-7-azaspiro[3.5]nonane